CC1=C(C(=O)C2=C(C=CC=C2)P(OC)(OC)=O)C(=CC(=C1)C)C 2,4,6-trimethylbenzoyldimethoxyphenylphosphine oxide